C(C)(C)N(C(=O)C1=C(OC=2C(=NC=NC2)N2C[C@@H](CC2)CN2CCC3(CC2)CCC(CC3)C(=O)NS(=O)(=O)CC)C=CC(=C1)F)C(C)C (S)-3-((1-(5-(2-(Diisopropylcarbamoyl)-4-fluorophenoxy)pyrimidin-4-yl)pyrrolidin-3-yl)methyl)-N-(ethylsulfonyl)-3-azaspiro[5.5]undecane-9-carboxamide